C(C=C)(=O)N1[C@@H](CCCC1)C=1N(C(=C(N1)C1=CC=C(C=C1)C(NC=1N=NC=CC1)=O)C(=O)N)N (S)-2-(1-acryloylpiperidin-2-yl)-1-amino-4-(4-(pyridazin-3-ylcarbamoyl)phenyl)-1H-imidazole-5-carboxamide